Tert-butyl 4-[4-nitro-3-(4-pyridylamino) phenyl]Piperazine-1-carboxylate [N+](=O)([O-])C1=C(C=C(C=C1)N1CCN(CC1)C(=O)OC(C)(C)C)NC1=CC=NC=C1